BrC=1C=CC(=C(C1)SC1=CC=C(C=C1)C)OC (5-bromo-2-methoxyphenyl)(p-tolyl)sulfane